COC1=C2C=C(C(N(C2=CC(=C1)C1CCN(CC1)C(=O)C1CCOCC1)C)=O)C 5-methoxy-1,3-dimethyl-7-(1-(tetrahydro-2H-pyran-4-carbonyl)piperidin-4-yl)quinolin-2(1H)-one